FC(C1=NN=C(O1)C=1C=CC(=NC1)CN1C(N(C2=C1C=C(C(=C2)C2=CC=NN2C)F)C2CCN(CC2)C)=O)F 1-((5-(5-(difluoromethyl)-1,3,4-oxadiazole-2-yl)pyridine-2-yl)methyl)-6-fluoro-5-(1-methyl-1H-pyrazole-5-yl)-3-(1-methylpiperidine-4-yl)-1,3-dihydro-2H-benzo[d]imidazole-2-one